5,7,4'-trihydroxy-6,8-dimethoxyflavone OC1=C2C(C=C(OC2=C(C(=C1OC)O)OC)C1=CC=C(C=C1)O)=O